4-(4-((5-chloro-4-(4'-fluoro-[1,1'-biphenyl]-3-yl)pyrimidin-2-yl)amino)piperidine-1-carbonyl)piperidine-1-carboxylate ClC=1C(=NC(=NC1)NC1CCN(CC1)C(=O)C1CCN(CC1)C(=O)[O-])C=1C=C(C=CC1)C1=CC=C(C=C1)F